NC=1NC(C2=C(N1)NC(=C2C2=C(C=CC=C2)OC)C2=CC=CC=C2)=O 2-Amino-5-(2-methoxyphenyl)-6-phenyl-3,7-dihydro-4H-pyrrolo[2,3-d]pyrimidin-4-one